1-butyl-4-methylquinoline C(CCC)N1CC=C(C2=CC=CC=C12)C